C(CC)(=O)OC(CN1CCC(CC1)NC1=C2C=C(N(C2=CC=C1)CC(F)(F)F)C#CCNC1=C(C=C(C=C1)S(N)(=O)=O)OC)COC(CC)=O 1-{4-[(2-{3-[(2-methoxy-4-sulfamoylphenyl)amino]prop-1-yn-1-yl}-1-(2,2,2-trifluoroethyl)-1H-indol-4-yl)amino]piperidin-1-yl}-3-(propanoyloxy)propan-2-yl propanoate